(phenethyl)Ketone C(CC1=CC=CC=C1)C(=O)CCC1=CC=CC=C1